Methyl 4-(1-isopropyl-1H-pyrazol-3-yl)-3-methyl-1H-pyrrole-2-carboxylate C(C)(C)N1N=C(C=C1)C=1C(=C(NC1)C(=O)OC)C